2-acryloyloxyethylmethyldimethoxysilane C(C=C)(=O)OCC[Si](OC)(OC)C